3-(5-(2-fluoro-6-methoxyphenyl)-6-isocyano-1-((2-(trimethylsilyl)ethoxy)methyl)-1H-indazol-3-yl)-6-methyl-5,6,7,8-tetrahydro-1,6-naphthyridine FC1=C(C(=CC=C1)OC)C=1C=C2C(=NN(C2=CC1[N+]#[C-])COCC[Si](C)(C)C)C=1C=NC=2CCN(CC2C1)C